C1(CC1)CCC#CC1=CC2=C(N=C3N2[C@H]2C4=C(C(N([C@@H]3C2)C([2H])([2H])[2H])=O)C=CC=C4OC(F)F)C=C1 (7R,14R)-11-(4-cyclopropylbut-1-yn-1-yl)-1-(difluoromethoxy)-6-(methyl-d3)-6,7-dihydro-7,14-methanobenzo[f]benzo[4,5]imidazo[1,2-a][1,4]diazocin-5(14H)-one